C12CN(CC2C1)CC1=CC2=C(C(N(C=C2C(F)(F)F)C2=CC(=CC=C2)C2(CC(C2)OC)C2=NN=CN2C)=O)N1 2-((3-azabicyclo[3.1.0]hex-3-yl)methyl)-6-(3-((1r,3r)-3-methoxy-1-(4-methyl-4H-1,2,4-triazol-3-yl)cyclobutyl)phenyl)-4-(trifluoromethyl)-1,6-dihydro-7H-pyrrolo[2,3-c]pyridin-7-one